3-(5-(4-(((cyclopropylmethyl)(methyl)amino)methyl)pyridin-2-yl)-1-oxoisoindolin-2-yl)piperidine-2,6-dione C1(CC1)CN(C)CC1=CC(=NC=C1)C=1C=C2CN(C(C2=CC1)=O)C1C(NC(CC1)=O)=O